ClC1=CC=C(C(=N1)OC(F)F)N 6-chloro-2-(difluoromethoxy)pyridin-3-amine